ClC1=C(C=CC=C1F)[C@H]1N(CC(N(C1)C)=O)C=1C(=NC=CN1)C(=O)N[C@H](C)\C=C\S(=O)(=O)C1CC1 ((R)-2-(2-Chloro-3-fluorophenyl)-4-methyl-5-oxopiperazin-1-yl)-N-((R,E)-4-(cyclopropylsulfonyl)but-3-en-2-yl)pyrazine-2-carboxamide